ClC1=C(C(=CC=C1F)Cl)C(C)OC=1C(=NC=C(C1)C1=CC(=CC=C1)OC(F)(F)F)N 3-[1-(2,6-dichloro-3-fluoro-phenyl)-ethoxy]-5-(3-trifluoromethoxy-phenyl)-pyridin-2-ylamine